C1(CC1)N1CCN(CC1)C1=C(C(=O)NC2=CC(=NC(=C2)C)N2CCC(CC2)(F)F)C=CC(=C1)SCCO (4-cyclopropylpiperazin-1-yl)-N-(2-(4,4-difluoropiperidin-1-yl)-6-methylpyridin-4-yl)-4-((2-hydroxyethyl)sulfanyl)benzamide